(2,2-difluoroethoxy)-N-(1-(methylsulfonyl)piperidin-4-yl)-7-(1H-pyrazol-4-yl)-[1,2,4]triazolo[1,5-a]pyridin-2-amine FC(COC1=CC(=CC=2N1N=C(N2)NC2CCN(CC2)S(=O)(=O)C)C=2C=NNC2)F